(3,5-di-tert-butyl-4-hydroxyphenyl) (4-isopropylphenyl) ketone C(C)(C)C1=CC=C(C=C1)C(=O)C1=CC(=C(C(=C1)C(C)(C)C)O)C(C)(C)C